N-(3-((4-fluorophenyl)sulfonylamino)-4-hydroxyphenyl)-3-methoxy-[1,1'-biphenyl]-4-carboxamide FC1=CC=C(C=C1)S(=O)(=O)NC=1C=C(C=CC1O)NC(=O)C1=C(C=C(C=C1)C1=CC=CC=C1)OC